tert-butyl 6-(3-fluorophenyl)-6-hydroxy-2-azaspiro[3.3]heptane-2-carboxylate FC=1C=C(C=CC1)C1(CC2(CN(C2)C(=O)OC(C)(C)C)C1)O